ethyl (Z,4S)-4-[[(1S,3S,4S)-5,5-difluoro-2-azabicyclo[2.2.2]octane-3-carbonyl]amino]-2-fluoro-5-[(3S)-2-oxopyrrolidin-3-yl]pent-2-enoate hydrochloride Cl.FC1([C@@H]2[C@H](N[C@H](C1)CC2)C(=O)N[C@H](\C=C(\C(=O)OCC)/F)C[C@H]2C(NCC2)=O)F